[O-2].[Zn+2].[Sb+3] antimony zinc oxide